NC1=C(C=CC(=C1)C=1C(=NOC1C)C)NC1CCC(CC1)NC(OC(C)(C)C)=O tert-butyl ((1r,4r)-4-((2-amino-4-(3,5-dimethylisoxazol-4-yl)phenyl)amino)cyclohexyl)carbamate